3-(4-(3-(3,5-dimethylisoxazol-4-yl)pyrrolidine-1-carboxamido)phenyl)-5-((2-methoxypyridin-4-yl)amino)-1H-pyrazole-4-carboxamide CC1=NOC(=C1C1CN(CC1)C(=O)NC1=CC=C(C=C1)C1=NNC(=C1C(=O)N)NC1=CC(=NC=C1)OC)C